ClC1=C(C=C(OCCCN2C(=CC(=C2)N(C=2C=C(C=CC2)C)CC2=CC(=CC=C2)OC)C(=O)O)C=C1C)C 1-(3-(4-chloro-3,5-dimethylphenoxy)propyl)-4-((3-methoxybenzyl)(m-tolyl)amino)-1H-pyrrole-2-carboxylic acid